6-bromo-7-fluoro-1-(4-decyltetradecyl)indol-2-one BrC1=CC=C2CC(N(C2=C1F)CCCC(CCCCCCCCCC)CCCCCCCCCC)=O